C12(CC3CC(CC(C1)C3)C2)CN2N=CC(=C2C)C2=C(C=3N(C=C2)C(=CN3)C3=NC=2C=CC(NC2C(=C3)C)=O)C(=O)O 7-(1-(adamantan-1-ylmethyl)-5-methyl-1H-pyrazol-4-yl)-3-(4-methyl-6-oxo-5,6-dihydro-1,5-naphthyridin-2-yl)imidazo[1,2-a]pyridine-8-carboxylic acid